O1C(=CC=C1)C1=NC2=CC=CC=C2C(=N1)SCC(=O)C1=CC=C(S1)CNC(C)=O N-((5-(2-((2-(furan-2-yl)quinazolin-4-yl)thio)acetyl)thiophen-2-yl)methyl)acetamide